C1(=CC(=CC=C1)C1=NC(=NC=C1Cl)NC1CCNCC1)C1=CC=CC=C1 4-([1,1'-biphenyl]-3-yl)-5-chloro-N-(piperidin-4-yl)pyrimidin-2-amine